2-((6-(4-aminopiperidin-1-yl)-3,5-dicyano-4-ethylpyridin-2-yl)sulfanyl)-2-phenylacetamide hydrochloride Cl.NC1CCN(CC1)C1=C(C(=C(C(=N1)SC(C(=O)N)C1=CC=CC=C1)C#N)CC)C#N